(8-((4-(cyclopropylamino)-7H-pyrrolo[2,3-d]pyrimidin-2-yl)amino)-2,3-dihydro-benzo[b][1,4]dioxin-5-yl)(morpholino)methanone C1(CC1)NC=1C2=C(N=C(N1)NC1=CC=C(C3=C1OCCO3)C(=O)N3CCOCC3)NC=C2